1-(3,5-difluoropyridin-2-yl)-6-fluoro-7-(3-hydroxyazetidin-1-yl)-4-oxo-1,4-dihydro-1,8-naphthyridine-3-carboxylic acid FC=1C(=NC=C(C1)F)N1C=C(C(C2=CC(=C(N=C12)N1CC(C1)O)F)=O)C(=O)O